C(C)OC(=O)C1C2(C13CC3)CC2 dispiro[2.0.2.1]Heptane-7-carboxylic acid ethyl ester